C1(=CC=CC2=CC=CC=C12)N1OC(=CN1)C1=CC=CC2=CC=CC=C12 2,5-bis(1-naphthyl)-Oxadiazole